(R)-N-(1-Benzylpyrrolidin-3-yl)-5-fluoro-6-morpholinopyridine-3-sulfonamide C(C1=CC=CC=C1)N1C[C@@H](CC1)NS(=O)(=O)C=1C=NC(=C(C1)F)N1CCOCC1